4-Trifluoromethylbenzenesulfonamide FC(C1=CC=C(C=C1)S(=O)(=O)N)(F)F